Br.Br.IC1=CC=C(C=C1)CCNC(SCCCC=1N=CNC1)=N N-[2-(4-Iodophenyl)ethyl]-S-[3-(4(s)-imidazolyl)propyl]isothiourea dihydrobromide